O[C@H](C(=O)OC(C)(C)C)CCC(=O)OCC1=CC=C(C=C1)C1=CC=CC=C1 (S)-O5-([1,1'-biphenyl]-4-ylmethyl) O1-tert-butyl 2-hydroxypentanedioate